2-(ethoxycarbonyl)thieno[2,3-b]pyridine 7-oxide C(C)OC(=O)C1=CC=2C(=[N+](C=CC2)[O-])S1